7-chloro-2-{[2-(trifluoromethyl)imidazo[1,2-a]pyridin-3-yl]methyl}-1,2,4,5-tetrahydro-3H-2-benzazepin-3-one ClC=1C=CC2=C(CCC(N(C2)CC2=C(N=C3N2C=CC=C3)C(F)(F)F)=O)C1